C(C)[N+](CCOCC)(CC)CC N,N,N-triethyl-N-(2-ethoxyethyl)ammonium